3-(3-(pyridin-2-yl)phenyl)-5-methyl-pyrazol-4-ol N1=C(C=CC=C1)C=1C=C(C=CC1)C1=NNC(=C1O)C